C(CCCCCCCCC=C)(=O)Br undecylenic acid, bromide